Cl.C(CC1=CC=CC=C1)OCCN 2-(phenethoxy)-1-ethylamine hydrochloride